[Co].[Sn].[Ni].[Mn].[Cu] copper-manganese-nickel-tin-cobalt